Diethyl ((E)-2-((2R,3R,4R,5R)-3,4-Bis((Tert-Butyldimethylsilyl)Oxy)-5-(2-Isobutyramido-6-Oxo-1,6-Dihydro-9H-Purin-9-yl)Tetrahydrofuran-2-yl)Vinyl)Phosphonate [Si](C)(C)(C(C)(C)C)O[C@@H]1[C@H](O[C@H]([C@@H]1O[Si](C)(C)C(C)(C)C)N1C=2N=C(NC(C2N=C1)=O)NC(C(C)C)=O)/C=C/P(OCC)(OCC)=O